OCC1=CC=C(C=C1)CO α,α'-dihydroxy-p-xylene